NCC=1C=CC(=NC1)N1N=CC=C1 5-(aminomethyl)-2-(1-pyrazolyl)pyridine